6-[4-[acetyl-(cyclopropylmethyl)amino]-3-methyl-phenyl]Pyridine-3-carboxylic acid methyl ester COC(=O)C=1C=NC(=CC1)C1=CC(=C(C=C1)N(CC1CC1)C(C)=O)C